3-(m-aminophenoxy)propyldiethoxysilane NC=1C=C(OCCC[SiH](OCC)OCC)C=CC1